N-(3-bromo-4-chloro-2-fluorophenyl)-7,8-dihydro[1,4]dioxino[2,3-g]quinazolin-4-amine BrC=1C(=C(C=CC1Cl)NC1=NC=NC2=CC3=C(C=C12)OCCO3)F